P(O)(N)OC[C@@H]1[C@H]([C@H]([C@@H](O1)N1C=NC=2C(=O)NC(N)=NC12)O)O.NC(O[SiH](OC)OC)(N)N triaminotrimethoxysilane guanosine-5'-phosphoramidite